Cl.Cl.C(C)(C)(C)C=1C=C(C=C(C1)COC1=C(C=C(C(N)=N)C=C1)F)COC1=C(C=C(C(N)=N)C=C1)F 4,4'-(((5-(tert-butyl)-1,3-phenylene)bis(methylene))bis(oxy))bis(3-fluorobenzimidamide) dihydrochloride